4-[[5-(2,2,2-trifluoroethoxy)-2-[4-(trifluoromethyl)phenyl]-2H-1,2,3-triazol-4-yl]methyl]-2-(trifluoromethyl)pyridine FC(COC=1C(=NN(N1)C1=CC=C(C=C1)C(F)(F)F)CC1=CC(=NC=C1)C(F)(F)F)(F)F